BrC1=CC=C2C(=CC(=NC2=C1C)Cl)N1N=CN=C1 7-bromo-2-chloro-8-methyl-4-(1H-1,2,4-triazol-1-yl)quinoline